COC1=CC=2N=CN=C(C2N=C1NC(=O)[C@H]1N([C@@H]2C[C@@H]2C1)C)C=1C(=NN(C1)C)C1=CC=CC=C1 (1R,3S,5R)-N-(7-methoxy-4-(1-methyl-3-phenyl-1H-pyrazol-4-yl)pyrido[3,2-d]pyrimidin-6-yl)-2-methyl-2-azabicyclo[3.1.0]hexane-3-carboxamide